C(C)[N+]1(CCCCC1)C=C 1-ethyl-1-vinylpiperidinium